(2S,12R,12aS)-8-methoxy-5-methyl-2,3,12,12a-tetrahydro-1H-2,12-methanobenzofuro[2,3-d]pyrrolo[1,2-a]azepine COC=1C=CC2=C(C1)C1=C([C@H]3[C@H]4N(C(=C1)C)C[C@H](C4)C3)O2